2-((3,5-dimethoxyphenyl)ethynyl)-4,5,6,7-tetrahydropyrazolo[1,5-a]pyrimidine-3-carboxamide COC=1C=C(C=C(C1)OC)C#CC1=NN2C(NCCC2)=C1C(=O)N